FC(OC=1C=C(C(C=O)=C(C1)[2H])[2H])F 4-(difluoromethoxy)benzaldehyde-2,6-d2